3-Bromo-2-(5-fluoro-6-methylpyridin-2-yl)-6,6-dimethyl-6,7-dihydro-4H-pyrazolo[5,1-c][1,4]oxazine BrC=1C(=NN2C1COC(C2)(C)C)C2=NC(=C(C=C2)F)C